Silver(I) hexafluoroantimonate F[Sb-](F)(F)(F)(F)F.[Ag+]